FC1=C(C(=C(C=C1)[C@@H]1[C@H](O[C@@H](C1)C(F)(F)F)C(=O)NC1=CC(=NC=C1)C(=O)N)OC)C (2S,3R,5S)-4-[[3-(4-fluoro-2-methoxy-3-methyl-phenyl)-5-(trifluoromethyl)tetrahydrofuran-2-carbonyl]amino]pyridine-2-carboxamide